2-amino-4-(trifluoromethyl)benzonitrile NC1=C(C#N)C=CC(=C1)C(F)(F)F